[Cl-].[Cl-].C[SiH](C)[Zr+2](C1C(=CC2=C(C=CC=C12)C1=CC=C(C=C1)C(C)(C)C)C)C1C(=CC2=C(C=CC=C12)C1=CC=C(C=C1)C(C)(C)C)C Racemic-dimethylsilylbis[2-methyl-4-(4-tert-butylphenyl)-indenyl]zirconium dichloride